3,3'-oxydianiline O(C=1C=C(N)C=CC1)C=1C=C(N)C=CC1